BrC1=C(N=C(C(=N1)C(=O)OCC)N1CCC(CC1)(C)CNC(=O)OC(C)(C)C)C ethyl 6-bromo-3-(4-(((tert-butoxycarbonyl)amino)methyl)-4-methylpiperidin-1-yl)-5-methylpyrazine-2-carboxylate